CC1=CC=CC(=N1)C1=NC=CC(=N1)NC1=NC(=NC=C1)NC1=CC(=NC=C1)C(=O)O 4-[[4-[[2-(6-methyl-2-pyridyl)pyrimidin-4-yl]amino]pyrimidin-2-yl]amino]pyridine-2-carboxylic acid